2-methyl-1-(3-acrylamidopropyl)-1H-imidazole CC=1N(C=CN1)CCCNC(C=C)=O